C(C)C1=NC(=NO1)C=1C=C2CC[C@H](C2=CC1)NC(=O)C1NC(CCC1)=O N-((R)-5-(5-ethyl-1,2,4-oxadiazol-3-yl)-2,3-dihydro-1H-inden-1-yl)-6-oxopiperidine-2-carboxamide